C(C)(=O)N1C=C(C2=CC=C(C=C12)C=1C=NC(=NC1)C)NC(=O)N1[C@@H](C[C@H](C1)F)C(=O)NC=1C(=C(C=CC1)C1=C(C=CC=C1)Cl)F (2S,4R)-N1-(1-acetyl-6-(2-methylpyrimidin-5-yl)-1H-indol-3-yl)-N2-(2'-chloro-2-fluorobiphenyl-3-yl)-4-fluoropyrrolidine-1,2-dicarboxamide